methyl (2S,5R)-1-((S)-4-(((benzyloxy)carbonyl)amino)-2-((tert-butoxycarbonyl)amino)butanoyl)-5-vinylpyrrolidine-2-carboxylate C(C1=CC=CC=C1)OC(=O)NCC[C@@H](C(=O)N1[C@@H](CC[C@@H]1C=C)C(=O)OC)NC(=O)OC(C)(C)C